NC=1C=C2CCN(C2=CC1)C(=O)OC(C)(C)C tert-butyl 5-aminoindoline-1-carboxylate